1-(5-(((2S,4S)-2-methyl-1-((tetrahydro-2H-pyran-4-yl)methyl)piperidin-4-yl)methyl)pyrazolo[1,5-a]pyridin-3-yl)dihydropyrimidine-2,4(1H,3H)-dione C[C@@H]1N(CC[C@@H](C1)CC1=CC=2N(C=C1)N=CC2N2C(NC(CC2)=O)=O)CC2CCOCC2